8-iodo-3,4-dihydro-2H-pyrano[3,2-c]pyridine IC=1C2=C(C=NC1)CCCO2